(CIS)-l-N,2-N-dimethylcyclohexane-1,2-diamine CN[C@H]1[C@H](CCCC1)NC